FC(C1=CC=C(C=C1)N1C=2N(CC(C1)CNC(N)=O)N=CC2)(F)F 3-((4-(4-(trifluoromethyl)phenyl)-4,5,6,7-tetrahydropyrazolo[1,5-a]pyrimidin-6-yl)methyl)urea